C(C)[C@@H](C(=O)O)C (S)-2-ethylpropionic acid